COC=1C=CC(=NC1OC)C=O 5,6-DIMETHOXYPICOLINALDEHYDE